OC1[C@H](O)[C@@H](O)[C@H](O)[C@H](O1)CO gluco-pyranose